N-butylthiophosphoric triamide C(CCC)NP(N)(N)=S